BrC1=C2C=NN(C2=CC(=C1I)F)C1OCCCC1 4-bromo-6-fluoro-5-iodo-1-tetrahydropyran-2-yl-indazole